4-(3-fluorophenoxy)-N-methylbenzamide FC=1C=C(OC2=CC=C(C(=O)NC)C=C2)C=CC1